(S)-N-(2-(2-bromopyridin-4-yl)-1-hydroxypropan-2-yl)-2-methylpropane-2-sulfinamide BrC1=NC=CC(=C1)C(CO)(C)N[S@@](=O)C(C)(C)C